2-(1-methyl-azetidin-3-yl)-acetamide CN1CC(C1)CC(=O)N